ethyl 2-(4-bromo-6-chloro-7-(difluoromethyl)-2H-indazol-2-yl)acetate BrC=1C2=CN(N=C2C(=C(C1)Cl)C(F)F)CC(=O)OCC